COC(C[C@@H]1OCC(OC1)CI)=O 2-((2S)-5-(iodomethyl)-1,4-dioxan-2-yl)acetic acid methyl ester